ClC1=CC=C(C=C1)S(=O)(=O)NC1=C(C=CC(=C1)C(=O)N1CCNCC1)N1CCN(CC1)C(C1=CC=CC=C1)C1=CC=CC=C1 4-chloro-N-[2-[4-(diphenylmethyl)-1-piperazinyl]-5-(1-piperazinylcarbonyl)phenyl]-benzenesulfonamide